potassium diamyl dithiophosphate P(=S)(SCCCCC)(OCCCCC)[O-].[K+]